(hydroxymethyl)-2,2-dimethyltetrahydrofuro[3,4-d][1,3]dioxole-4-carbonitrile OCC12C(OC(O1)(C)C)COC2C#N